(3-(cyano)benzyl)ethane-1,2-diamine C(#N)C=1C=C(CC(CN)N)C=CC1